BrC1=CC(=C(C=C1F)C(\C=C(/C)\NC1=CC(=CC(=C1)C)C)=O)F (E)-1-(4-bromo-2,5-difluorophenyl)-3-((3,5-dimethylphenyl)amino)but-2-en-1-one